N1N=CC(=C1)NC=1C=C(CNCCCCOCCNC2=C3C=NNC3=CC(=C2)C=2C=C(N=NC2)O)C=C(C1)F 5-(4-((2-(4-((3-((1H-pyrazol-4-yl)amino)-5-fluorobenzyl)amino)butoxy)ethyl)amino)-1H-indazol-6-yl)pyridazin-3-ol